CN1N=CC(=C1)C1=C2C=C(N=CC2=CC=N1)NC1CCN(CC1)S(=O)(=O)C 5-(1-methyl-1H-pyrazol-4-yl)-N-(1-(methylsulfonyl)piperidin-4-yl)-2,6-naphthyridin-3-amine